[Br-].C(C)(C)(C)C=1C=C(C[P+](C2=CC=CC=C2)(C2=CC=CC=C2)C2=CC=CC=C2)C=C(C1O)C(C)(C)C (3,5-Di-Tert-Butyl-4-Hydroxybenzyl)Triphenylphosphonium Bromide